N-heptanoyl-sarcosine C(CCCCCC)(=O)N(C)CC(=O)O